C[Si](N([Si](C)(C)C)CC)(C)C 1,1,1,3,3,3-hexamethyl-2-ethyldisilazane